ClC1=C(C=C(C=C1)F)[C@@H]([C@H](C)C=1N(C(C(=C(N1)C(=O)NC=1C=NOC1)O)=O)C)N1N=CC=C1C 2-((1r,2s)-1-(2-chloro-5-fluorophenyl)-1-(5-methyl-1H-pyrazol-1-yl)propan-2-yl)-5-hydroxy-N-(isoxazol-4-yl)-1-methyl-6-oxo-1,6-dihydropyrimidine-4-carboxamide